BrC1=C(C=C(C=C1)O)C=1C(=NC(=NC1C1=CC=CC=C1)NC(=O)N)CC 1-(5-(2-bromo-5-hydroxyphenyl)-4-ethyl-6-phenylpyrimidin-2-yl)urea